C(C)(C)[C@](C(=O)O)(CCC(C=[N+]=[N-])=O)NC([C@H](CC1=CNC2=C(C=CC=C12)F)O)=O Isopropyl-(S)-6-diazo-2-((S)-3-(7-fluoro-1H-indol-3-yl)-2-hydroxypropionamido)-5-oxohexanoic acid